1-phenyl-N2-(3-((9-(pyridin-2-yl)-9H-carbazol-2-yl)oxy)phenyl)benzene-1,2-diamine C1(=CC=CC=C1)C1(C(C=CC=C1)NC1=CC(=CC=C1)OC1=CC=2N(C3=CC=CC=C3C2C=C1)C1=NC=CC=C1)N